6-fluoro-N-methyl-5-(4-((2-methyl-3-oxo-8-(pyridin-3-yl)-3,4-dihydroquinoxalin-6-yl)methyl)piperazin-1-yl)picolinamide FC1=C(C=CC(=N1)C(=O)NC)N1CCN(CC1)CC=1C=C2NC(C(=NC2=C(C1)C=1C=NC=CC1)C)=O